ClC1=C(C(=C2C(=NN=C(C2=C1)F)F)F)F monochlorotetrafluorophthalazine